COC1=CC2=C(N=C(S2)CNC(OC(C)(C)C)=O)C=C1B1OC(C(O1)(C)C)(C)C Tert-butyl N-[[6-methoxy-5-(4,4,5,5-tetramethyl-1,3,2-dioxaborolan-2-yl)-1,3-benzothiazol-2-yl]methyl]carbamate